C(#N)C=1C=C(C(=NC1)OC)C1=C(C=NC(=C1)C)C(=O)NC=1SC2=C(N1)CN(C2)C(C2=C(N=C(C=C2)C(F)(F)F)OC)=O 5-cyano-2-methoxy-N-(5-(2-methoxy-6-(trifluoromethyl)nicotinoyl)-5,6-dihydro-4H-pyrrolo[3,4-d]thiazol-2-yl)-6'-methyl-[3,4'-bipyridine]-3'-carboxamide